CN1C=NC2=C(C1=O)C=NN2 5-methyl-1h,4h,5h-pyrazolo[3,4-d]Pyrimidin-4-one